C(C)(C)(C)OC(=O)NS(O)(=O)=O (t-butoxycarbonyl)sulfamic acid